N-(3-(1H-imidazol-1-yl)-5-(trifluoromethyl)phenyl)-3-(2-(1H-pyrazolo[3,4-b]pyridin-5-yl)ethynyl)-4-methylbenzamide N1(C=NC=C1)C=1C=C(C=C(C1)C(F)(F)F)NC(C1=CC(=C(C=C1)C)C#CC=1C=C2C(=NC1)NN=C2)=O